triethylene glycol methylpentyl ether CC(CCCC)OCCOCCOCCO